4-fluoro-6-[1-(4-fluoropiperidin-4-yl)-1-hydroxypropyl]-3-[(3S)-oxolan-3-yloxy]-2,3-dihydro-1H-isoindol-1-one FC1=C2C(NC(C2=CC(=C1)C(CC)(O)C1(CCNCC1)F)=O)O[C@@H]1COCC1